6-chloro-1-(2-(hydroxymethyl)benzyl)-7-(naphthalen-1-ylmethyl)-5-oxo-8-(3-(trifluoromethyl)phenyl)-1,2,3,5-tetrahydroimidazo[1,2-a]pyridine-3-carboxylic acid ClC1=C(C(=C2N(C1=O)C(CN2CC2=C(C=CC=C2)CO)C(=O)O)C2=CC(=CC=C2)C(F)(F)F)CC2=CC=CC1=CC=CC=C21